methyl-6'-(4-(trifluoromethyl)cyclohexyl)-[1,1'-biphenyl]-2-carbonitrile CC1=C(C(=CC=C1)C1=CC=CC=C1C1CCC(CC1)C(F)(F)F)C#N